4-iodo-3-(trifluoromethyl)-2-pyridylamine IC1=C(C(=NC=C1)N)C(F)(F)F